C(C(C)C)C(C(=O)O)CC(=O)O isobutylsuccinic acid